C(#N)C=1C=NN2C1C(=CC(=C2)C=2C=NN(C2C)[C@@H]2CN(CC2)C#N)N[C@H](C)C2=NC=CC=C2 (3S)-3-[4-(3-Cyano-4-[[(1R)-1-(pyridin-2-yl)ethyl]amino]pyrazolo[1,5-a]pyridin-6-yl)-5-methylpyrazol-1-yl]pyrrolidine-1-carbonitrile